FC=1C(=NC(=C(C1)F)CN)CN 3,5-difluoro-2,6-diaminomethylpyridine